C(C)N(C(=O)[C@@H]1NC2=CC=CC=C2CC1)CC (R)-N,N-Diethyl-1,2,3,4-tetrahydroquinoline-2-carboxamide